BrC1=CC=CC=2N1C=NN2 5-bromo[1,2,4]triazolo[4,3-a]pyridine